1-(5-chloro-4-((3-(3-hydroxy-3-methylbutyl)-1-methyl-2-oxo-2,3-dihydro-1H-benzo[d]imidazol-5-yl)amino)pyrimidin-2-yl)piperidine-4-carboxylic acid ClC=1C(=NC(=NC1)N1CCC(CC1)C(=O)O)NC1=CC2=C(N(C(N2CCC(C)(C)O)=O)C)C=C1